[2H]C1(C(CC(C(=C1C([2H])([2H])[2H])/C=C/C(=C/C=C/C(=C/C=O)/C)/C)(C)C)O)[2H] 3-HYDROXYRETINAL-D5